6-[8-(1,3-benzothiazol-2-ylcarbamoyl)-3,4-dihydroisoquinolin-2(1H)-yl]-3-{1-[3-(morpholin-4-yl)-1-phenylpropyl]-1H-pyrazol-4-yl}pyridine-2-carboxylic acid S1C(=NC2=C1C=CC=C2)NC(=O)C=2C=CC=C1CCN(CC21)C2=CC=C(C(=N2)C(=O)O)C=2C=NN(C2)C(CCN2CCOCC2)C2=CC=CC=C2